[Cs+].[O-2].[Fe+2] iron oxide cesium